C12C(C3CC(CC(C1)C3)C2)C2=CC=C(OC3=CC=C(C(=O)NO)C=C3)C=C2 4-(4-((1r,3r,5r,7r)-adamantan-2-yl)phenoxy)-N-hydroxybenzamide